The molecule is a 2alpha-hydroxy steroid, a 3alpha-hydroxy steroid, a 22-hydroxy steroid, a 23-hydroxy steroid and a brassinosteroid. It has a role as a plant growth stimulator and a plant hormone. C[C@@H]([C@H]1CC[C@@H]2[C@@]1(CC[C@H]3[C@H]2COC(=O)[C@@H]4[C@@]3(C[C@H]([C@H](C4)O)O)C)C)[C@H]([C@@H]([C@@H](C)C(C)C)O)O